BrC=1C=C(C2=C(N(C(=N2)C)CC(F)F)C1)F 6-bromo-1-(2,2-difluoroethyl)-4-fluoro-2-methyl-1H-benzo[d]imidazole